methyl 2-(5-chloro-2,3-bis(isobutyryloxy)benzylideneamino)-3-meth-ylbutanoate ClC=1C=C(C(=C(C=NC(C(=O)OC)C(C)C)C1)OC(C(C)C)=O)OC(C(C)C)=O